6-(2,4-dichlorophenyl)-5-[4-[[1-(3-fluoropropyl)azetidin-3-yl]methyl]phenyl]-7,8-dihydronaphthalene-2-carboxylic acid methyl ester COC(=O)C1=CC=2CCC(=C(C2C=C1)C1=CC=C(C=C1)CC1CN(C1)CCCF)C1=C(C=C(C=C1)Cl)Cl